SC(CC(=O)OCC(C)OC(CC(C)(C)S)=O)(C)C propylene glycol bis(3-mercapto-3-methylbutanoate)